1H-Indazole-3-carboxylic acid ethyl ester C(C)OC(=O)C1=NNC2=CC=CC=C12